BrC=1C(=C2C(=NC1)N=C(N2)C(=O)O)C 6-bromo-7-methyl-1H-imidazo[4,5-b]pyridine-2-carboxylic acid